Cl.Cl.N[C@@H](C(C)C)C(=O)OC1=C2C=CNC2=CC=C1 indol-4-yl L-valinate 2HCl